C(CC#C)OC(NC1=NC(=CC=C1)CO\N=C(\C1=CC=CC=C1)/C1=NN=NN1C)=O but-3-yn-1-yl{6-[({[(Z)-(1-methyl-1H-tetrazol-5-yl)-(phenyl)-methylene]amino}oxy) methyl]pyridin-2-yl}carbamate